C1OCC12CCN(CC2)C2CCC(CC2)N2C(NC1=C2C=C(C(=C1)C=1C=C(C=2N(C1)N=CN2)OC)C(C)C)=O 1-(4-(2-oxa-7-azaspiro[3.5]nonan-7-yl)cyclohexyl)-6-isopropyl-5-(8-methoxy-[1,2,4]triazolo[1,5-a]pyridin-6-yl)-1,3-dihydro-2H-benzo[d]imidazol-2-one